C(C)(=O)ON=C(C1=C(C=C(C=C1)OC(COC)C)C)C=1C=CC=2N(C3=CC=C(C=C3C2C1)[N+](=O)[O-])CC (9-ethyl-6-nitro-9H-carbazol-3-yl)[4-(2-Methoxy-1-methylethoxy)-2-methylphenyl]methanone O-acetyloxime